ClC1=C(C(=CN(C1=O)C)C=1NC2=CC=C(C=C2C1C(C)C)C1CCN(CC1)CC(=O)NC)C 2-(4-(2-(5-chloro-1,4-dimethyl-6-oxo-1,6-dihydropyridin-3-yl)-3-isopropyl-1H-indol-5-yl)piperidin-1-yl)-N-methylacetamide